(R)-1-methyl-4-((1-methyl-1H-pyrazol-4-yl)methyl-d2)-N-(1-methyl-cyclopropyl)-5-oxo-1,2,4,5-tetrahydroimidazo[1,2-a]quinazoline-7-sulfonamide C[C@@H]1CN=C2N1C1=CC=C(C=C1C(N2C([2H])([2H])C=2C=NN(C2)C)=O)S(=O)(=O)NC2(CC2)C